C1(CC1)[C@H]([C@@H](C)S(=O)(=O)N)CC=C (2R,3R)-3-CYCLOPROPYLHEX-5-ENE-2-SULFONAMIDE